(3-(benzoxazol-2-yl)phenyl)boronic acid O1C(=NC2=C1C=CC=C2)C=2C=C(C=CC2)B(O)O